3',4,4',5-TETRAHYDRO-2H,2'H-SPIRO[BENZO[B][1,4]OXAZEPINE-3,1'-NAPHTHALENE]-7-CARBOXYLATE C12(CCCC3=CC=CC=C13)CNC1=C(OC2)C=CC(=C1)C(=O)[O-]